ClC1=CC=C(C=C1)NS(=O)(=O)C=1C=C(C=NC1OC)NC(=O)C1=NOC2=C1CCCC2 N-(5-(N-(4-chlorophenyl)sulfamoyl)-6-methoxypyridin-3-yl)-4,5,6,7-tetrahydrobenzo[d]isoxazole-3-carboxamide